N-(7-(3-bromophenyl)-7H-pyrrolo[2,3-d]pyrimidin-2-yl)-2-methyl-1,2,3,4-tetrahydroisoquinoline-7-amine BrC=1C=C(C=CC1)N1C=CC2=C1N=C(N=C2)NC2=CC=C1CCN(CC1=C2)C